N-(5-Triethoxysilyl-2-thiapentyl)-N,N',N',N'',N''-pentakis-methoxymethyl-[1,3,5]triazin-2,4,6-triamin C(C)O[Si](CCCSCN(C1=NC(=NC(=N1)N(COC)COC)N(COC)COC)COC)(OCC)OCC